C1CC12C1(CC1)C2CO dispiro[2.0.2.1]hept-7-yl-methanol